ClC1=CC=C(C=C1)C=1N=CN(C1C1=CC=NC=C1)CC(=O)N1CCN(CC1)C 4-[4-(4-chlorophenyl)-1-[2-(4-methylpiperazin-1-yl)-2-oxoethyl]-1H-imidazol-5-yl]Pyridine